C1(=CC=CC=C1)P(C[C@H](C(C)(C)C)N)C1=CC=CC=C1 (S)-1-(Diphenylphosphino)-3,3-dimethylbutan-2-amine